BrC=1C=CC=2N(C3=CC=C(C=C3OC2C1)Br)CCP(O)(O)=O (2-(3,7-dibromo-10H-phenoxazin-10-yl)ethyl)phosphonic acid